C12CC(CC2C1)OC1=C(C=C(N)C=C1F)F 4-(cis-bicyclo[3.1.0]hex-3-yloxy)-3,5-difluoroaniline